(S)-N-(4-(6-(4-cyclopropylpiperazin-1-yl)pyridin-2-yl)thiazol-2-yl)-1-(1,1-dioxido-2,3-dihydro-5H-benzo[e][1,4]oxathiepine-8-carbonyl)azetidine-2-carboxamide C1(CC1)N1CCN(CC1)C1=CC=CC(=N1)C=1N=C(SC1)NC(=O)[C@H]1N(CC1)C(=O)C=1C=CC2=C(S(CCOC2)(=O)=O)C1